C(C1=CC=CC=C1)N1N=C(C2=C1COC2)C=O 1-benzyl-4,6-dihydro-1H-furo[3,4-c]pyrazole-3-carbaldehyde